(3S,4R)-4-((8-(4-(trifluoromethyl)phenyl)pyrido[2,3-d]pyridazin-5-yl)amino)pyrrolidin-3-ol hydrochloride Cl.FC(C1=CC=C(C=C1)C=1N=NC(=C2C1N=CC=C2)N[C@H]2[C@H](CNC2)O)(F)F